7-((5-methyl-6-(piperazin-1-yl)pyridin-3-yl)methyl)-N2-(1,1,1-trifluoropentan-2-yl)imidazo[2,1-f][1,2,4]triazine-2,4-diamine CC=1C=C(C=NC1N1CCNCC1)CC1=CN=C2C(=NC(=NN21)NC(C(F)(F)F)CCC)N